FC=1C=C2C(=CNC2=CC1F)N 5,6-difluoro-indol-3-amine